Benzo[1,2-d]Azepine-7-carboxylic acid tert-butyl ester C(C)(C)(C)OC(=O)C=1CC=2C(C=CN=CC2)=CC1